benzyl (2-(azetidin-3-yl)-1,2,3,4-tetrahydroisoquinolin-6-yl)carbamate N1CC(C1)N1CC2=CC=C(C=C2CC1)NC(OCC1=CC=CC=C1)=O